C1(=CC=CC2=CC=CC=C12)N1C=2C=CC=CC2N(C2=CC=CC=C12)C1=CC=CC2=CC=CC=C12 5,10-bis(1-naphthyl)-5,10-dihydro-phenazine